4-(4-(2-oxa-7-azaspiro[3.5]non-7-yl)phenylamino)-2-phenylpyrimidino[4,5-d]pyridazin-5(6H)-one C1OCC12CCN(CC2)C2=CC=C(C=C2)NC2=NC(=NC=1C=NNC(C12)=O)C1=CC=CC=C1